N-(5,7-dimethylbenzo[d]thiazol-2-yl)-1-((1-methyl-1H-pyrazol-4-yl)sulfonyl)piperidine-4-carboxamide CC=1C=C(C2=C(N=C(S2)NC(=O)C2CCN(CC2)S(=O)(=O)C=2C=NN(C2)C)C1)C